Ethyl (1S,2S)-2-(4-(4-cyclopropyl-6-((R)-1-methyl-1,2,3,4-tetrahydroisoquinoline-2-carbonyl)-1H-indol-2-yl)-3-fluorophenyl)cyclopropane-1-carboxylate C1(CC1)C1=C2C=C(NC2=CC(=C1)C(=O)N1[C@@H](C2=CC=CC=C2CC1)C)C1=C(C=C(C=C1)[C@@H]1[C@H](C1)C(=O)OCC)F